(R)-4-((2-(3-(aminomethyl)-3-fluoropyrrolidin-1-yl)-1H-benzo[d]imidazol-1-yl)methyl)benzonitrile 2,2,2-trifluoroacetate FC(C(=O)O)(F)F.NC[C@]1(CN(CC1)C1=NC2=C(N1CC1=CC=C(C#N)C=C1)C=CC=C2)F